1-Acetyl-7-(2-(4-(6-fluorobenzo[b]thiophen-4-yl)piperazin-1-yl)ethyl)-3,4-dihydroquinolin-2(1H)-one C(C)(=O)N1C(CCC2=CC=C(C=C12)CCN1CCN(CC1)C1=CC(=CC=2SC=CC21)F)=O